1,3,5-tris(3,5-di-tert-butyl-4-hydroxybenzyl)-s-triazin-2,4,6(1H,3H,5H)-trion C(C)(C)(C)C=1C=C(CN2C(N(C(N(C2=O)CC2=CC(=C(C(=C2)C(C)(C)C)O)C(C)(C)C)=O)CC2=CC(=C(C(=C2)C(C)(C)C)O)C(C)(C)C)=O)C=C(C1O)C(C)(C)C